dodecanoic acid n-nonyl ester C(CCCCCCCC)OC(CCCCCCCCCCC)=O